(4-((4-(4-(3-((4-(2-hydroxypropan-2-yl)furan-2-yl)sulfonyl)ureido)-2,3-dihydro-1H-inden-5-yl)pyridin-2-yl)oxy)cyclohex-1-en-1-yl)boronic acid OC(C)(C)C=1C=C(OC1)S(=O)(=O)NC(NC1=C2CCCC2=CC=C1C1=CC(=NC=C1)OC1CC=C(CC1)B(O)O)=O